(Z)-3-(4-Fluorobenzylidene)-2-(methyl-[2-pyridyl]amino)isoindolin-1-one FC1=CC=C(\C=C\2/N(C(C3=CC=CC=C23)=O)N(C2=NC=CC=C2)C)C=C1